C(C)(C)(C)OC(=O)N(C1(CCCC1)C(=O)O)C 1-((tert-butoxycarbonyl)(methyl)amino)cyclopentane-1-carboxylic acid